C(C)(C)(C)OC(N(CC=1OC=CC1)C=1C2=C(N=C(N1)Cl)C(=C(S2)C2(CC2)CO)C)=O.ClC2=C(C=CC(=C2)F)COC2=CC=C(C=C2)[N+](=O)[O-] 2-chloro-4-fluoro-1-((4-nitrophenoxy)methyl)benzene tert-butyl-N-[2-chloro-6-[1-(hydroxymethyl)cyclopropyl]-7-methyl-thieno[3,2-d]pyrimidin-4-yl]-N-(2-furylmethyl)carbamate